4-(3-(4-butoxy-5-((2,3-difluoro-6-methoxybenzyl)oxy)-2-fluorophenyl)ureido)thiophene-2,3-dicarboxylic acid dimethyl ester COC(=O)C=1SC=C(C1C(=O)OC)NC(=O)NC1=C(C=C(C(=C1)OCC1=C(C(=CC=C1OC)F)F)OCCCC)F